[Br-].C(C)OC(C(CCC[P+](C1=CC=CC=C1)(C1=CC=CC=C1)C1=CC=CC=C1)(C)C)=O (5-ethoxy-4,4-dimethyl-5-oxopentyl)triphenylphosphonium bromide